2-(2,4,6-trimethylphenyl)-4,5-dimethylimidazole CC1=C(C(=CC(=C1)C)C)C=1NC(=C(N1)C)C